C(N)(=O)C1=CC2=C(SC(=C2)C(F)(F)P(OCC)(OCC)=O)C(=C1)OCCCS(=O)(=O)C diethyl ((5-carbamoyl-7-(3-(methylsulfonyl)propoxy)benzo[b]thiophen-2-yl)difluoromethyl)phosphonate